[5-fluoro-1-methyl-6-(4-oxocyclohexyl)indazol-3-yl]hexahydropyrimidine-2,4-dione FC=1C=C2C(=NN(C2=CC1C1CCC(CC1)=O)C)N1C(NC(CC1)=O)=O